(E)-N-(4-(8-(4-chloro-1,2,6-trimethyl-1H-benzo[d]imidazol-5-yl)-1-(methoxymethyl)indolizine-3-carbonyl)-2,6-difluorophenyl)-4-(((1r,4r)-4-methoxycyclohexyl)amino)but-2-enamide ClC1=C(C(=CC=2N(C(=NC21)C)C)C)C2=CC=CN1C(=CC(=C21)COC)C(=O)C2=CC(=C(C(=C2)F)NC(\C=C\CNC2CCC(CC2)OC)=O)F